ethyl 4-(6-{[(2,4-dimethoxyphenyl)methyl]carbamoyl}-1-methyl-1H-pyrazolo[4,3-c]pyridin-4-yl)-2-{1-ethyl-4-[(4-methoxyphenyl)methoxy]-3-methyl-1H-pyrazol-5-yl}-1,3-oxazole-5-carboxylate COC1=C(C=CC(=C1)OC)CNC(=O)C1=CC2=C(C(=N1)C=1N=C(OC1C(=O)OCC)C1=C(C(=NN1CC)C)OCC1=CC=C(C=C1)OC)C=NN2C